O1CCOC2=C1C=CC(=C2)C2=CC=C1C=NC(=NC1=C2)NC2=C(C=C1CCNCC1=C2)OC 7-(2,3-dihydro-1,4-benzodioxin-6-yl)-N-(6-methoxy-1,2,3,4-tetrahydroisoquinolin-7-yl)quinazolin-2-amine